2-(2,2-difluoro-2-(1,4-dioxaspiro[4.5]decane-8-yl)ethyl)isoindoline-1,3-dione FC(CN1C(C2=CC=CC=C2C1=O)=O)(C1CCC2(OCCO2)CC1)F